COC1=CC=C(C=C1)CN1C(C(CCC1=O)N1C(N(C2=C1C=CC=C2N2CCN(CCC2)C(=O)OC(C)(C)C)C)=O)=O tert-butyl 4-[1-[1-[(4-methoxyphenyl)methyl]-2,6-dioxo-3-piperidyl]-3-methyl-2-oxo-benzimidazol-4-yl]-1,4-diazepane-1-carboxylate